(5-chloro-1H-indol-1-yl)(4-(5-(3,5-dichlorophenyl)-5-(trifluoromethyl)-4,5-dihydroisoxazol-3-yl)phenyl)methanone Ethyl-(2-amino-6-((naphthalen-2-ylmethyl)amino)pyridin-3-yl)carbamate C(C)N(C(O)=O)C=1C(=NC(=CC1)NCC1=CC2=CC=CC=C2C=C1)N.ClC=1C=C2C=CN(C2=CC1)C(=O)C1=CC=C(C=C1)C1=NOC(C1)(C(F)(F)F)C1=CC(=CC(=C1)Cl)Cl